S1N=NC(=C1)C1(CC1)C=1C=CC(=C(N)C1)OC 5-[1-(1,2,3-thiadiazol-4-yl)cyclopropyl]-2-methoxyaniline